FC(C(=O)O)(F)F.C(C)(C)(C)C1=NC(=NO1)C(=O)NCC1=C(C=C(C=C1)C1=C(C=NC=C1)N1CCN(CC1)C(\C=C\C(F)(F)F)=O)C (E)-5-(tert-butyl)-N-(2-methyl-4-(3-(4-(4,4,4-trifluorobut-2-enoyl)piperazin-1-yl)pyridin-4-yl)benzyl)-1,2,4-oxadiazole-3-carboxamide trifluoroacetate